Methyl (R)-2-(4-(3-(6-(3-(2-ethoxyphenoxy)piperidin-1-yl)pyrazin-2-yl)ureido)phenyl)acetate C(C)OC1=C(O[C@H]2CN(CCC2)C2=CN=CC(=N2)NC(NC2=CC=C(C=C2)CC(=O)OC)=O)C=CC=C1